C(C)(C)(C)OC(N[C@@H](C)C(N(C)OC)=O)=O N-[(1S)-1-[methoxy(methyl)carbamoyl]ethyl]carbamic acid tert-butyl ester